tert-butyl 3-(3-ethyl-4-formyl-5-methylphenyl)azetidine-1-carboxylate C(C)C=1C=C(C=C(C1C=O)C)C1CN(C1)C(=O)OC(C)(C)C